C1(=CC=C(C=C1)C(CC1=C(C=CC=C1)O)C)C(CC1=C(C=CC=C1)O)C 4'-[1,4-phenylenebis(1-methylethylene)]bisphenol